NC=1C=2N(C3=CC(=C(C=C3N1)Cl)C(=O)N([C@@H]1COC3=C1C=CC(=C3)C(F)(F)F)C)C=NC2C (S)-4-amino-7-chloro-N,3-dimethyl-N-(6-(trifluoromethyl)-2,3-dihydrobenzofuran-3-yl)imidazo[1,5-a]quinoxaline-8-carboxamide